3-(6-methoxyquinolin-2-yl)prop-2-en-1-one COC=1C=C2C=CC(=NC2=CC1)C=CC=O